C(#N)[C@H](C[C@H]1C(NCCC1)=O)NC(=O)[C@@H]1N([C@@H]2CC([C@H]1CC2)(F)F)C([C@H](C2=CC=CC=C2)O)=O (1S,3R,4S)-N-((S)-1-cyano-2-((S)-2-oxopiperidin-3-yl)ethyl)-5,5-difluoro-2-((S)-2-hydroxy-2-phenylacetyl)-2-azabicyclo[2.2.2]octane-3-carboxamide